(R)-N-(2-(3-(dimethylamino)pyrrolidin-1-yl)-5-((4-(7-methoxy-1H-indol-3-yl)-5-(trifluoromethyl)pyrimidin-2-yl)amino)phenyl)acetamide CN([C@H]1CN(CC1)C1=C(C=C(C=C1)NC1=NC=C(C(=N1)C1=CNC2=C(C=CC=C12)OC)C(F)(F)F)NC(C)=O)C